(2-(2-(3-cyano-4-fluorobenzyl)-4-fluorophenoxy)butyl)carbamic acid tert-butyl ester C(C)(C)(C)OC(NCC(CC)OC1=C(C=C(C=C1)F)CC1=CC(=C(C=C1)F)C#N)=O